3-(3-(2-(((3-fluorobenzyl)oxy)methyl)-5-methylphenyl)-4-oxothiazolidin-2-ylidene)urea FC=1C=C(COCC2=C(C=C(C=C2)C)N2C(SCC2=O)=NC(N)=O)C=CC1